6-(5,6-dimethyl-3-pyridyl)-N-[2-methyl-5-[[2-[(2S)-2-methylpyrrolidin-1-yl]acetyl]amino]-3-pyridyl]triazolo[1,5-a]pyridine-3-carboxamide CC=1C=C(C=NC1C)C=1C=CC=2N(C1)N=NC2C(=O)NC=2C(=NC=C(C2)NC(CN2[C@H](CCC2)C)=O)C